ClCCOCC=O 2-(2-chloroethoxy)acetaldehyde